Cl.CC=1N=C(SC1CC(C)C)N 4-methyl-5-(2-methylpropyl)-1,3-thiazol-2-amine hydrochloride